BrC1=C(C=CC=C1)[C@@H]1CN(CCN1)C=1C2=C(N=C(N1)N)C=CN2 (R)-4-(3-(2-bromophenyl)piperazin-1-yl)-5H-pyrrolo[3,2-d]pyrimidin-2-amine